C1=C2C=3N(C(=NC2=CC=C1)CO)C1=C(N3)C=CC=C1 Benzo[4,5]imidazo[1,2-c]quinazolin-6-yl-methanol